3-[5-fluoro-2-(4-fluorophenyl)-1H-indol-3-yl]-N-[(3S,4S)-4-hydroxypyrrolidin-3-yl]propanamide hydrochloride Cl.FC=1C=C2C(=C(NC2=CC1)C1=CC=C(C=C1)F)CCC(=O)N[C@H]1CNC[C@@H]1O